(2S,3R,4S,5R)-2-(4-amino-5-bromopyrrolo[2,1-f][1,2,4]triazin-7-yl)-5-(((2-(methylamino)quinolin-7-yl)oxy)methyl)tetrahydrofuran-3,4-diol NC1=NC=NN2C1=C(C=C2[C@@H]2O[C@@H]([C@H]([C@H]2O)O)COC2=CC=C1C=CC(=NC1=C2)NC)Br